FC=1C=C2C(=NC(=NC2=C(C1C1=C(C(=CC(=N1)N)C)C(F)(F)F)F)OC[C@H]1N(C[C@@H](C1)F)C)N1[C@H](CNCC1)C 6-(6,8-difluoro-2-(((2S,4R)-4-fluoro-1-methylpyrrolidin-2-yl)methoxy)-4-((S)-2-methylpiperazin-1-yl)quinazolin-7-yl)-4-methyl-5-(trifluoromethyl)pyridin-2-amine